3,9-bis{2-[3-(3-tert-butyl-4-hydroxy-5-methylphenyl)propionyloxy]-1,1-dimethyl-ethyl}-2,4,8,10-tetraoxaspiro[5.5]undecane C(C)(C)(C)C=1C=C(C=C(C1O)C)CCC(=O)OCC(C)(C)C1OCC2(CO1)COC(OC2)C(COC(CCC2=CC(=C(C(=C2)C)O)C(C)(C)C)=O)(C)C